1-((2r,5s)-4-(2-(7,8-dimethyl-[1,2,4]triazolo[1,5-a]pyridin-6-yl)-3-isopropyl-1H-pyrrolo[3,2-b]pyridin-5-yl)-2,5-dimethylpiperazin-1-yl)-3-(pyrrolidin-1-yl)propan-1-one CC1=C(C=2N(C=C1C1=C(C3=NC(=CC=C3N1)N1C[C@H](N(C[C@@H]1C)C(CCN1CCCC1)=O)C)C(C)C)N=CN2)C